FC=1C=C(C=CC1)C1=NN2C(NC3=C(C2=N1)N=CC=C3)=O 2-(3-fluorophenyl)pyrido[2,3-e][1,2,4]triazolo[1,5-c]pyrimidin-5(6H)-one